N1(C=NC=C1)C1=CC=CC(=N1)N1N=CC2=CC(=CC=C12)C(=O)N[C@H]1[C@H]2CC[C@@H](C1)N2CC2=CC=C(C=C2)OC 1-(6-(1H-imidazol-1-yl)pyridin-2-yl)-N-((1R,2R,4S)-7-(4-methoxybenzyl)-7-azabicyclo[2.2.1]heptan-2-yl)-1H-indazole-5-carboxamide